C1=CC(=O)NC(=C1C(=O)O)O The molecule is a member of pyridines. It derives from a nicotinic acid. It is a conjugate acid of a 2,6-dihydroxynicotinate.